ClC1=C(C=CC(=C1)Cl)C(CN1C=NC=C1)OCC1=C(C=C(C=C1)Cl)Cl 1-[2-(2,4-Dichlorophenyl)-2-[(2,4-Dichlorophenyl)methoxy]ethyl]-1H-imidazole